4-bromo-3-(difluoromethyl)-1-(1-oxaspiro[2.5]octane-6-yl)-1H-pyrazole BrC=1C(=NN(C1)C1CCC2(CO2)CC1)C(F)F